5-(2,4-dihydroxybenzylidene)-3-(5-fluorohexyl)-1-methyl-2-selenoxoimidazolidin-4-one OC1=C(C=C2C(N(C(N2C)=[Se])CCCCC(C)F)=O)C=CC(=C1)O